OC[C@@]1(N2[C@H](C[C@@H](C1=O)CC2)C(F)(F)F)COC (1R,2R,4S,6R)-2-(hydroxymethyl)-2-(methoxymethyl)-6-(trifluoromethyl)quinuclidin-3-one